ClC1=CN=C(C(=N1)N1CCC(CC1)C#N)C=1C=C(C2=C(C=CO2)C1)F 1-(6-chloro-3-(7-fluorobenzofuran-5-yl)pyrazin-2-yl)piperidine-4-carbonitrile